COC1=C(C=C(C=N1)C1=CC=2N(C=C1)N=C(C2)NC(=O)NCCNC2=NC=CC=N2)C(F)(F)F 1-(5-(6-methoxy-5-(trifluoromethyl)pyridin-3-yl)pyrazolo[1,5-A]pyridin-2-yl)-3-(2-(pyrimidin-2-ylamino)ethyl)urea